C(C1=CC=CC=C1)C1(C(C(=O)C2=CC=C(C=C2)CCCN2CCOCC2)C=CC=C1)N(C)C 2-benzyl-2-(dimethylamino)-4'-morpholinopropylbenzophenone